C1(CC1)N1C(=NC2=C1C=CC(=C2N2C[C@H](CC2)NC(OC(C)(C)C)=O)NC(=O)C=2C(N(N=CC2)C2=C(C=CC=C2F)F)=O)C tert-butyl (S)-(1-(1-cyclopropyl-5-(2-(2,6-difluorophenyl)-3-oxo-2,3-dihydropyridazine-4-carboxamido)-2-methyl-1H-benzo[d]imidazol-4-yl)pyrrolidin-3-yl)carbamate